N,N-diethyl-hydroxyl-amine C(C)N(CC)O